COC(=O)C=1C=CC=2C(=CC(=C3C=CN=CC23)Br)C1 5-bromobenzo[h]isoquinoline-8-carboxylic acid methyl ester